CC=1CCC(C(C1)C=1C(=C(C(=CC1O)CCCCC)C1=CC=NC=C1)O)C(=C)C 5'-methyl-4-pentyl-2'-(prop-1-en-2-yl)-3-(pyridin-4-yl)-1',2',3',4'-tetrahydro-[1,1'-biphenyl]-2,6-diol